(E)-N-(2-hydroxyethyl)-3-methylthiopropenamide OCCNC(\C=C\C)=S